C(C)C(C(=O)OCCOCCOCCO)CCCC triethylene glycol (2-ethylhexanoate)